2-(difluoromethylene)tetrahydro-1H-pyrrolizin FC(=C1CC2CCCN2C1)F